2-{3-[3-(6-phenyldibenzothiophen-4-yl)phenyl]phenyl}dibenzo[f,H]quinoxaline C1(=CC=CC=C1)C1=CC=CC=2C3=C(SC21)C(=CC=C3)C=3C=C(C=CC3)C=3C=C(C=CC3)C3=NC2=C1C(=C4C(=C2N=C3)C=CC=C4)C=CC=C1